ClC1=C(C=C(C=C1N)C)NC1=CC2=C(OCCO2)C=C1 2-chloro-N1-(2,3-dihydrobenzo[b][1,4]dioxin-6-yl)-5-methylbenzene-1,3-diamine